4,7-dichloro-N-(4-methoxybenzyl)pyrido[3,2-d]pyrimidin-6-amine ClC=1C2=C(N=CN1)C=C(C(=N2)NCC2=CC=C(C=C2)OC)Cl